COC1=C(C(=O)NC=2SC(=NN2)CCC2=CC=CC=C2)C=CC(=C1)SC 2-methoxy-4-(methylthio)-N-(5-phenethyl-1,3,4-thiadiazol-2-yl)benzamide